ClC1=C(C=CC=C1)S chlorobenzene-1-thiol